arsenoic acid [As](O)(O)(O)=O